S(=O)(=O)(ON1[C@@H]2CC[C@H](N(C1=O)C2)C(NCCNC(C)=O)=N)O (2S,5R)-2-(N-(2-Acetamidoethyl) carbamimidoyl)-7-oxo-1,6-diazabicyclo[3.2.1]octan-6-yl hydrogen sulfate